FC1(CN(CC1)C=1C=2N(C=NC1C=1C=NNC1C)N=C(N2)NC2CCOCC2)F 8-(3,3-difluoropyrrolidin-1-yl)-7-(5-methyl-1H-pyrazol-4-yl)-N-(tetrahydro-2H-pyran-4-yl)-[1,2,4]triazolo[1,5-c]pyrimidin-2-amine